ClC1=C(C=2C3CCC(C2C=C1C)C3)C=O 4-chloro-5-methyl-tricyclo[6.2.1.02,7]undeca-2(7),3,5-triene-3-carbaldehyde